CN1C=NC=C1 1-methyl-imidazole